C(#N)C1=CC=C2C=C(N(C2=C1)CC1=CC=C(C=C1)C(F)(F)F)C(=O)N1CCC(CC1)CCNC(OC(C)(C)C)=O tert-Butyl (2-(1-(6-cyano-1-(4-(trifluoromethyl)benzyl)-1H-indole-2-carbonyl)piperidin-4-yl)ethyl)carbamate